methyl 4-(3-(1-piperidyl)propylamino)-9H-pyrimido[4,5-b]indole-7-carboxylate N1(CCCCC1)CCCNC1=NC=NC=2NC3=CC(=CC=C3C21)C(=O)OC